FC=1C=C(C=CC1C(F)(F)F)C1=CC=C(C=C1)C(CC(=O)O)C#CC 3-(3'-fluoro-4'-(trifluoromethyl)-[1,1'-biphenyl]-4-yl)hex-4-ynoic acid